[Zn].C(C)(=O)CC(C)=O (acetylacetone) zinc